S(=O)(=O)(C)NC1CCC(CC1)C[C@@H]1CC[C@@H](N1)[C@H](O)C1=CC(=CC=C1)F (R)-[(2R,5S)-5-{[(1s,4R)-4-(mesylamino)cyclohexyl]methyl}-2-pyrrolidinyl](m-fluorophenyl)methanol